[3-(3,5-di-tert-butyl-4-hydroxy-phenyl)-propionyloxymethyl]-methane C(C)(C)(C)C=1C=C(C=C(C1O)C(C)(C)C)CCC(=O)OCC